2,4-dihydropyrimidine N1CNCC=C1